tert-Butyl N-[2-[2-acetyl-3-chloro-5-(trifluoromethyl)phenyl]ethyl]carbamate C(C)(=O)C1=C(C=C(C=C1Cl)C(F)(F)F)CCNC(OC(C)(C)C)=O